ClC1=CC=C2C(=CNC2=C1C)\C=C/1\C(N(C(N1)=O)CC1=CC=C(C=C1)Cl)=O (Z)-5-((6-chloro-7-methyl-1H-indol-3-yl)methylene)-3-(4-chlorobenzyl)imidazolidine-2,4-dione